8-chloro-1-(1'H,3H-spiro[2-benzofuran-1,4'-piperidine]-1'-yl)-4H-[1,2,4]triazolo[4,3-a][1]benzazepin-5(6H)-one ClC=1C=CC2=C(CC(CC=3N2C(=NN3)N3CCC2(CC3)OCC3=C2C=CC=C3)=O)C1